N'-ethyl-7H-pyrrolo[2,3-d]pyrimidine-7-carbohydrazide C(C)NNC(=O)N1C=CC2=C1N=CN=C2